3,4-epoxy-1-[8,9-epoxy-2,4-dioxaspiro[5.5]undecan-3-yl]-cyclohexane C1OC(OCC12CC1C(CC2)O1)C1CC2C(CC1)O2